(3R)-3-(Methylamino)-4-oxo-4-pyrrolidin-1-yl-butanoic acid CN[C@H](CC(=O)O)C(N1CCCC1)=O